NC=1C(=NC(=C(N1)C=1OC(=CC1)C)C1=CC(=NC(=C1)C)C)C(=O)NCC1=C(C=CC=C1F)F 3-amino-N-(2,6-difluorobenzyl)-6-(2,6-dimethylpyridin-4-yl)-5-(5-methylfuran-2-yl)pyrazine-2-carboxamide